2,4-DIMETHYL-2-FLUORofORMYL-1,3-DIOXOLAN CC1(OCC(O1)C)C(=O)F